C1N(CC12CNC2)C=2C=C(C=CC2)S(=O)(=O)NC2=NOC1=C2C(=CC(=C1)CN1N=CC=C1)OC 3-(2,6-Diazaspiro[3.3]heptan-2-yl)-N-[4-methoxy-6-(pyrazol-1-ylmethyl)-1,2-benzoxazol-3-yl]benzenesulfonamide